C(C)(=O)NC(C(=O)[O-])(CC1=CC=CC=C1)O[Si](C)(C)C(C)(C)C acetamido-2-[tert-butyl(dimethyl)silyl]oxy-3-phenyl-propanoate